(2,2,2-trifluoroethyl)-3-(trifluoromethyl)-7,8,9,10-tetrahydro-5H-pyrazino[1,2-a]pyrido[3,2-e]pyrazin-6(6aH)-one FC(CC=1C(=CC=2NC(C3N(C2N1)CCNC3)=O)C(F)(F)F)(F)F